OC1COCC(C1O)O 3,4,5-trihydroxytetrahydro-2H-pyran